C(C)[C@]1(C(OCC=2C(N3CC=4C(=NC=5C=C(C(=C6C5C4[C@H](CC6)NC(CN)=O)C)F)C3=CC21)=O)=O)O N-[(1S,9S)-9-Ethyl-5-fluoro-9-hydroxy-4-methyl-10,13-dioxo-2,3,9,10,13,15-hexahydro-1H,12H-benzo[de]pyrano[3',4':6,7]indolizino[1,2-b]quinolin-1-yl]glycinamide